2-{1-[2,6-difluoro-4-(4-ethoxy-pyrimidin-2-yl)phenyl]pyrrolidin-3-yl}acetic acid FC1=C(C(=CC(=C1)C1=NC=CC(=N1)OCC)F)N1CC(CC1)CC(=O)O